CN1C(C(=CCC1)C1=CC=2C(=NC=CC2NC=2C=CC3=C(N=CS3)C2)S1)C N-(2-(1,2-dimethyl-1,2,5,6-tetrahydropyridin-3-yl)thieno[2,3-b]pyridin-4-yl)-benzo[d]thiazol-5-amine